ClC1=C(C=C(OCC(=O)NC23CC(C2)(C3)C(=O)NN)C=C1)F 2-(4-chloro-3-fluorophenoxy)-N-(3-(hydrazinocarbonyl)bicyclo[1.1.1]pentan-1-yl)acetamide